C(C1=CC=CC=C1)N(C1=NC(=NC=2[C@H](CCCC12)OC(C)C)N1C(=CC=2C(=CC=CC12)C#N)C)CC1=C(C=C(C=C1)OC)OC 1-[(8S)-4-[benzyl-[(2,4-dimethoxyphenyl)methyl]amino]-8-isopropoxy-5,6,7,8-tetrahydroquinazolin-2-yl]-2-methyl-indole-4-carbonitrile